[(2S,3R,5R)-3-(2-benzyloxyethyl)-4,5-dihydroxy-tetrahydrofuran-2-yl]methyl benzoate C(C1=CC=CC=C1)(=O)OC[C@H]1O[C@H](C([C@H]1CCOCC1=CC=CC=C1)O)O